P(O)(O)(O)=O Dihydrogen-phosphoric acid